8-Chloro-5-[[2-[3-(5-chloro-6-oxo-1H-pyridazin-4-yl)propyl]-2-azaspiro[3.3]heptan-6-yl]oxy]-2-methyl-isoquinolin-1-one ClC=1C=CC(=C2C=CN(C(C12)=O)C)OC1CC2(CN(C2)CCCC=2C=NNC(C2Cl)=O)C1